N-((1R)-3-Cyano-3-azabicyclo[3.2.0]heptan-1-yl)-4-(4-(4-fluorophenoxy)pyridin-3-yl)benzamid C(#N)N1C[C@]2(CCC2C1)NC(C1=CC=C(C=C1)C=1C=NC=CC1OC1=CC=C(C=C1)F)=O